methyl 4-(5-chlorofuran-2-yl)-1,3-bis(2,4-difluorophenyl)-5-methyl-4,5-dihydro-1H-pyrazole-5-carboxylate ClC1=CC=C(O1)C1C(=NN(C1(C(=O)OC)C)C1=C(C=C(C=C1)F)F)C1=C(C=C(C=C1)F)F